chloro-2-difluoromethyl-7H-pyrrolo[2,3-d]pyrimidine ClC=1C2=C(N=C(N1)C(F)F)NC=C2